COC=1C=C(C=CC1)C[C@H](CCCC)NC(=O)C12CC(C1)(C2)NC(=O)C2=CC=NC=C2 N-(3-{[(2S)-1-(3-methoxyphenyl)hex-2-yl]carbamoyl}bicyclo[1.1.1]pent-1-yl)pyridine-4-carboxamide